2-chloro-4-[(2-fluoro-3-chlorobenzyl)amino]pyrimidin-5-carboxamide ClC1=NC=C(C(=N1)NCC1=C(C(=CC=C1)Cl)F)C(=O)N